Cl.FC(C1=NN=C2N1CCNC2)(F)F 3-trifluoromethyl-5,6,7,8-tetrahydro-[1,2,4]Triazolo[4,3-a]Pyrazine hydrochloride